C(C)(=O)O.C(CCCCCCC)(=O)O caprylic acid acetate